OC1C=2C(C=C(OC2C(C(C1O)O)O)CCC1=CC(=C(C=C1)OC)O)=O 5,6,7,8-tetrahydroxy-2-(3-hydroxy-4-methoxyphenylethyl)-5,6,7,8-tetrahydro-4H-chromone